C(C1=CC=CC=C1)(C1=CC=CC=C1)=NC=1C=C(C=C2C=C(N=CC12)NC(=O)[C@H]1[C@@H](C1)C#N)C=1C=NN(C1C(C)C)C trans-N-[8-(benzhydrylideneamino)-6-(5-isopropyl-1-methyl-pyrazol-4-yl)-3-isoquinolinyl]-2-cyano-cyclopropanecarboxamide